ClC1=CC2=C(C=NN(C2=O)C)C(=N1)C1=C(C=C(C=C1)C(F)(F)F)F 7-chloro-5-[2-fluoro-4-(trifluoromethyl)phenyl]-2-methyl-pyrido[3,4-d]pyridazin-1-one